N1=C(C=CC=C1)C=1SC2=C(N1)C=C(C=C2)B2OC(C(O2)(C)C)(C)C 2-(2-pyridyl)-5-(4,4,5,5-tetramethyl-1,3,2-dioxaborolan-2-yl)-1,3-benzothiazole